FC1=C(C=C(C=C1)CCN[C@@H]([C@H]1CNC2=CC=CN=C2C1)C1=CC=CC=C1)C(C(=O)O)(C)C 2-(2-fluoro-5-(2-(((S)-phenyl((R)-1,2,3,4-tetrahydro-1,5-naphthyridin-3-yl)methyl)amino)ethyl)phenyl)-2-methylpropanoic acid